3-[4-(3-(2-methoxymethylmorpholin-4-yl)propyn-1-yl)naphthalen-1-yl]-urea COCC1CN(CCO1)CC#CC1=CC=C(C2=CC=CC=C12)NC(N)=O